P(=O)(OC(C)(C)C)(OC(C)(C)C)OCOC1=C(C=CC=C1)N=NC=1C(=NC(=CC1)N)N (E)-di-tert-butyl ((2-((2,6-diaminopyridin-3-yl) diazenyl) phenoxy) methyl) phosphate